4-(1-(5-(4-(tert-butyl)phenyl)-4-methyl-1H-indazol-1-yl)-3-methylbutyl)benzamide C(C)(C)(C)C1=CC=C(C=C1)C=1C(=C2C=NN(C2=CC1)C(CC(C)C)C1=CC=C(C(=O)N)C=C1)C